[La].C(C)(C)OC(=S)S isopropyl-xanthic acid lanthanum